5,7-dihydrofuro[3,4-d]pyrimidin-4-ol N1=CN=C(C2=C1COC2)O